tert-butyl ((5-((R)-1-((1S,3S,5S)-5-(aminomethyl)-2-((9,9-difluoro-9H-fluorene-3-carbonyl)glycyl)-2-azabicyclo[3.1.0]hexane-3-carboxamido)ethyl) thiophen-3-yl)(imino)methyl)carbamate NC[C@@]12C[C@H](N([C@H]2C1)C(CNC(=O)C=1C=CC=2C(C3=CC=CC=C3C2C1)(F)F)=O)C(=O)N[C@H](C)C1=CC(=CS1)C(=N)NC(OC(C)(C)C)=O